NC1=C(C=C(C(=C1)F)F)C(C(C(=O)OC(C)(C)C)CC(=O)OC(C)(C)C)O di-tert-butyl 2-((2-amino-4,5-difluorophenyl)(hydroxy)methyl)succinate